2-ethoxycarbonyl-2,3-dihydro-1,4-benzodioxin-6-carboxylic acid C(C)OC(=O)C1COC2=C(O1)C=CC(=C2)C(=O)O